FC1=CC=C(C=C1)C1=NN(C=C1C=1C2=C(N=CN1)OC(=C2)C=2C(=NC=CC2)OC)CC(C)(O)C {3-(4-fluorophenyl)-4-[6-(2-methoxypyridin-3-yl)furo[2,3-d]pyrimidin-4-yl]-1H-pyrazol-1-yl}-2-methylpropan-2-ol